1,3,5-tribromo-2,4,6-triethylbenzene BrC1=C(C(=C(C(=C1CC)Br)CC)Br)CC